ClC1=NC=CC(=C1C(C(C)(F)F)=O)F 1-(2-chloro-4-fluoropyridin-3-yl)-2,2-difluoropropan-1-one